(+)-2-(1-hydroxypentyl)benzoic acid OC(CCCC)C1=C(C(=O)O)C=CC=C1